3-ethyl-3-oxetanyloxymethylpropyltrimethoxysilane C(C)C(CC[Si](OC)(OC)OC)COC1OCC1